O=C1N(C(C2=CC=CC=C12)=O)C1(CC(C1)=O)C(=O)OCC ethyl 1-(1,3-dioxo-1,3-dihydro-2H-isoindol-2-yl)-3-oxocyclobutane-1-carboxylate